COC(=O)C1CN(CCC1O)C=1C2=C(C=NC1)N=C(O2)N(CC2=C(C=C(C=C2)OC)OC)CC2=C(C=C(C=C2)OC)OC.N2=CC(=CC1=CN=CC=C21)C=O (1,6-naphthyridin-3-yl)methanone methyl-1-(2-(bis(2,4-dimethoxybenzyl)amino)oxazolo[4,5-c]pyridin-7-yl)-4-hydroxypiperidine-3-carboxylate